NC1=C(C(=NN1CC(F)(F)F)C1=CC(=C(C=C1)Br)F)C#N 5-amino-3-(4-bromo-3-fluoro-phenyl)-1-(2,2,2-trifluoroethyl)pyrazole-4-carbonitrile